5-[3-[1,5-dimethyl-3-(trifluoromethyl)pyrazol-4-yl]pyrazolo[1,5-a]pyridin-5-yl]furan-3-carboxylic acid CN1N=C(C(=C1C)C=1C=NN2C1C=C(C=C2)C2=CC(=CO2)C(=O)O)C(F)(F)F